C(=O)(OC1CCC(CC1)C(C)(C)C)OOC(=O)OC1CCC(CC1)C(C)(C)C bis-(4-tert-butylcyclohexyl) peroxydicarbonate